tert-Butyl (S)-(2,5-dioxopyrrolidin-3-yl)carbamate O=C1NC(C[C@@H]1NC(OC(C)(C)C)=O)=O